[Cl-].[Cl-].C=[Zr+2](C1C(C=2C(C=3C(=C4C=5CC(C=CC5CC24)(C)C)C(=CC3)C)=C1C)(C)C)C1C=CC=C1 methylene(cyclopentadienyl)(1,1',3,6,8,8'-hexamethyl-2,7-dihydrodicyclopentafluorenyl)zirconium dichloride